4-(azetidin-1-yl)-3-fluoropiperidine N1(CCC1)C1C(CNCC1)F